(S)-4-(6-((4-(methoxycarbonyl)-2-methylbenzyl)oxy)pyridin-2-yl)-2-methylpiperazine-1-carboxylic acid tert-butyl ester C(C)(C)(C)OC(=O)N1[C@H](CN(CC1)C1=NC(=CC=C1)OCC1=C(C=C(C=C1)C(=O)OC)C)C